2,5-dichloro-N-(3-((2-(cyclopropylamino)pyrimidin-5-yl)ethynyl)-2,4-difluorophenyl)benzenesulfonamide TFA salt OC(=O)C(F)(F)F.ClC1=C(C=C(C=C1)Cl)S(=O)(=O)NC1=C(C(=C(C=C1)F)C#CC=1C=NC(=NC1)NC1CC1)F